[1,2,4]triazolo[1,5-a]azepin-2-amine N1=C(NN2C1=CC=CC=C2)N